4-[4-(2-(nitrooxy)ethyl)-piperazin-1-yl]-4-oxo-butyric acid [N+](=O)([O-])OCCN1CCN(CC1)C(CCC(=O)O)=O